N-(3,3-Difluorocyclobutyl)-5-(imidazo[1,2-a]pyridin-6-yl)pyrrolo[2,1-f]triazin-2-amine FC1(CC(C1)NN1NN2C(C=C1)=C(C=C2)C=2C=CC=1N(C2)C=CN1)F